CC1=C(C=CC=C1C=1C(=NC=C(C1)CNCCO)C(=O)N)C1=C(C(=CC=C1)C=1C(=NC=C(C1)CNCCO)C(=O)N)C (2,2'-dimethyl-[1,1'-biphenyl]-3,3'-diyl)bis(5-(((2-hydroxyethyl)amino)methyl)picolinamide)